(R)-N-(2-(4-(4-cyclopropylpiperazin-1-yl)piperidin-1-yl)-5-((6-(3-(3-fluoro-5-(1-methyl-1H-pyrazol-4-yl)phenyl)isoxazolidin-2-yl)pyrimidin-4-yl)amino)-4-methoxyphenyl)acrylamide C1(CC1)N1CCN(CC1)C1CCN(CC1)C1=C(C=C(C(=C1)OC)NC1=NC=NC(=C1)N1OCC[C@@H]1C1=CC(=CC(=C1)C=1C=NN(C1)C)F)NC(C=C)=O